C(C)(=O)N1CC2(C1)CC(C2)N2N=CC1=CC(=C(C=C21)C=2C=1C=NN(C1C=CC2)CC(=O)NCC(=O)NCC(=O)O)F (2-(1'-(2-acetyl-2-azaspiro[3.3]heptan-6-yl)-5'-fluoro-1H,1'H-[4,6'-biindazol]-1-yl)acetyl)glycylglycine